3-bromo-5-(3,4-difluorophenoxy)-1-(propan-2-yl)-1H-1,2,4-triazole BrC1=NN(C(=N1)OC1=CC(=C(C=C1)F)F)C(C)C